FC1=CC=C(C=C1)NNC1=CC=C(C=C1)F 4,4'-difluorohydrazobenzene